5-hydroxy-2-(1-hydroxypropyl)-1-(2-methylpyridin-4-yl)-1H-indole-3-carbonitrile OC=1C=C2C(=C(N(C2=CC1)C1=CC(=NC=C1)C)C(CC)O)C#N